1,4-dimethyl-1,2,4-triazole CN1N=CN(C1)C